C(C)(=O)O.C1(CC(C(CC1)C(C)C)C(=O)N)C (p-menthane-carboxamide) acetate